F[C@]1(CN(CC[C@H]1O)C1=NC=CC(=N1)NC=1N=CC2=C(C=CC(=C2C1)C(C)C)N1CCC(CC1)(C)O)C (3S,4R)-3-fluoro-1-(4-((8-(4-hydroxy-4-methylpiperidin-1-yl)-5-isopropylisoquinolin-3-yl)amino)pyrimidin-2-yl)-3-methylpiperidin-4-ol